CC1=CC=C(O1)CNC(=O)C=1C=NN2C1N=CC=C2 N-((5-methylfuran-2-yl)methyl)pyrazolo[1,5-a]pyrimidine-3-carboxamide